C([C@@H](O)CC(=O)O)(=O)O |r| racemic-L-malic acid